Tripentaerythritol acrylate C(C=C)(=O)O.OCC(CO)(COCC(CO)(COCC(CO)(CO)CO)CO)CO